4-(1-(2-Chloro-4-((3,3-difluoroazetidin-1-yl)methyl)phenyl)-1H-imidazol-4-yl)-N-(1-(methylsulfonyl)-piperidin-4-yl)-5-(trifluoromethyl)-pyrimidin-2-amine ClC1=C(C=CC(=C1)CN1CC(C1)(F)F)N1C=NC(=C1)C1=NC(=NC=C1C(F)(F)F)NC1CCN(CC1)S(=O)(=O)C